(1H-benzotriazol-1-yloxy)(tris-1-pyrrolidinyl)phosphonium hexafluorophosphate F[P-](F)(F)(F)(F)F.N1(N=NC2=C1C=CC=C2)O[P+](N2CCCC2)(N2CCCC2)N2CCCC2